FC(CN1[C@@H](C=2NC3=CC=C(C=C3C2C[C@H]1C)F)C1=C(C=C(C=C1F)NC1CN(C1)CCCF)F)F N-(4-((1R,3R)-2-(2,2-difluoroethyl)-6-fluoro-3-methyl-2,3,4,9-tetrahydro-1H-pyrido[3,4-b]indol-1-yl)-3,5-difluorophenyl)-1-(3-fluoropropyl)azetidin-3-amine